C1(CCCC1)NS(=O)(=O)C1=CC2=C(N=C(S2)N2CCN(CC2)CC)C=C1 N-cyclopentyl-2-(4-ethylpiperazin-1-yl)-benzo[d]thiazole-6-sulfonamide